tert-butyl (2S)-2-{[(9H-fluoren-9-ylmethoxy)carbonyl]amino}-3-hydroxypropanoate C1=CC=CC=2C3=CC=CC=C3C(C12)COC(=O)N[C@H](C(=O)OC(C)(C)C)CO